C(CCCC)(=O)OCC(OC(CCCC)=O)COC(CCCC)=O glycerol tripentanoate